N-(6-((3',5'-difluoro-[1,1'-biphenyl]-3-yl)methyl)-5-(2-fluoro-2-methylpropanoyl)-5-azaspiro[2.4]heptan-7-yl)methanesulfonamide FC=1C=C(C=C(C1)F)C1=CC(=CC=C1)CC1N(CC2(CC2)C1NS(=O)(=O)C)C(C(C)(C)F)=O